C(N)(=O)[C@H]1N2C(N([C@H](C=C1C)C2)O[C@@H](C(=O)[O-])F)=O.[Li+] lithium (2R)-{[(2S,5R)-2-carbamoyl-3-methyl-7-oxo-1,6-diazabicyclo[3.2.1]oct-3-en-6-yl]oxy}(fluoro)acetate salt